N1C(=NC2=C1C=CC=C2)C(CC#N)=O 3-(1H-benzo[d]imidazole-2-yl)-3-oxopropanenitrile